(S)-N-((6-((2-Hydroxypropyl)amino)pyridin-2-yl)sulfonyl)-1-(2-isobutyl-5-methylphenoxy)cyclopropane-1-carboxamide O[C@H](CNC1=CC=CC(=N1)S(=O)(=O)NC(=O)C1(CC1)OC1=C(C=CC(=C1)C)CC(C)C)C